C1N(CCC12CNCC2)C2=NC=NC=C2OC2=C(C=C(C=C2)F)C(C(=O)NCC(=O)N)(C)C (2-((4-(2,7-diazaspiro[4.4]non-2-yl)pyrimidin-5-yl)oxy)-5-fluorophenyl)-N-(2-amino-2-oxoethyl)isobutyramide